COC(C1=C(C=C(C=C1)NC(=O)C1CC1)F)=O 4-(cyclopropanecarbonylamino)-2-fluorobenzoic acid methyl ester